(R or S)-(3-(2-(5-fluoro-thiophen-2-yl)ethyl)-1-(2-(6-methylpyridin-3-yl)propan-2-yl)pyrrolidin-3-yl)methyl carbamate C(N)(OC[C@]1(CN(CC1)C(C)(C)C=1C=NC(=CC1)C)CCC=1SC(=CC1)F)=O |o1:4|